(2S)-N-[4-((3-cyano-1-[(methylcarbamoyl)methyl]-1H-indol-5-yl)oxy)phenyl]pyrrolidine C(#N)C1=CN(C2=CC=C(C=C12)OC1=CC=C(C=C1)N1CCCC1)CC(NC)=O